BrC1=CC=2[C@](C3=CC=CC=C3C2C=C1)(C(=O)N1[C@H]2CC([C@@H]([C@@H]1C(=O)N[C@H](C[C@@H]1C(NCCC1)=O)C#N)CC2)(F)F)O (1R,3R,4R)-2-((R)-2-bromo-9-hydroxy-9H-fluorene-9-carbonyl)-N-((R)-1-cyano-2-((R)-2-oxopiperidin-3-yl)ethyl)-5,5-difluoro-2-azabicyclo[2.2.2]octane-3-carboxamide